4-Amino-8-[2-fluoro-5-[(3-methyl-2-pyridyl)methoxy]phenyl]-2-oxo-N-propyl-1H-quinoline-3-carboxamide NC1=C(C(NC2=C(C=CC=C12)C1=C(C=CC(=C1)OCC1=NC=CC=C1C)F)=O)C(=O)NCCC